methyl 2-((dimethylamino) methyl)-5,9-dimethyldecane-2,8-dienoate CN(C)CC(C(=O)OC)=CCC(CCC=C(C)C)C